BrC1=C(N=C2N(C1=O)C=CC=C2C2=CC(=C(C(=O)N(C)CC1CCC1)C=C2)F)C(F)(F)F 4-(3-bromo-4-oxo-2-(trifluoromethyl)-4H-pyrido[1,2-a]pyrimidin-9-yl)-N-(cyclobutylmethyl)-2-fluoro-N-methylbenzamide